(3bR,4aR)-1-(2-(4-(2-methyl-3-(trifluoromethyl)phenyl)piperazin-1-yl)-2-oxoethyl)-3b,4,4a,5-tetrahydro-1H-cyclopropa[3,4]cyclopenta[1,2-c]pyrazole-3-carboxylic acid CC1=C(C=CC=C1C(F)(F)F)N1CCN(CC1)C(CN1N=C(C2=C1C[C@@H]1[C@H]2C1)C(=O)O)=O